6-methylamphetamine CC1=CC=CC=C1CC(N)C